trimethoxy borate B(OOC)(OOC)OOC